tert-Butyl 6-Formyl-2-methyl-1H-pyrrolo[3,2-b]pyridine-1-carboxylate C(=O)C=1C=C2C(=NC1)C=C(N2C(=O)OC(C)(C)C)C